ClC=1C=C(C=CC1Cl)B(O)O 3,4-dichloro-phenylboronic acid